Methyl 2-{4-[2-({4-[7-(5-chloro-2-fluorophenyl)-1H,2H,3H-pyrido[3,4-b][1,4]oxazin-1-yl]pyridin-2-yl}carbamoyl)ethyl]piperazin-2-yl}acetate ClC=1C=CC(=C(C1)C1=CC2=C(OCCN2C2=CC(=NC=C2)NC(=O)CCN2CC(NCC2)CC(=O)OC)C=N1)F